2-(benzyloxy)-5-((6-bromo-3H-imidazo[4,5-b]pyridin-3-yl)methyl)-3-methoxyphenol C(C1=CC=CC=C1)OC1=C(C=C(C=C1OC)CN1C=NC=2C1=NC=C(C2)Br)O